C(C1=CC=CC=C1)C=1C=NN(C1)C(=O)N[C@@H]1C(N(C2=C(OC1)C=CC(=C2)C#CC2(COC2)O)C)=O (S)-4-Benzyl-N-(7-((3-hydroxyoxetan-3-yl)ethynyl)-5-methyl-4-oxo-2,3,4,5-tetrahydrobenzo[b][1,4]oxazepin-3-yl)-1H-pyrazol-1-carboxamid